(R)-3-(7-(4-(2-(2-aminopyridin-3-yl)-5-phenyl-3H-imidazo[4,5-b]pyridin-3-yl)benzyl)-2,7-diazaspiro[4.4]nonan-2-yl)-4-methoxycyclobut-3-ene-1,2-dione NC1=NC=CC=C1C1=NC=2C(=NC(=CC2)C2=CC=CC=C2)N1C1=CC=C(CN2C[C@]3(CCN(C3)C=3C(C(C3OC)=O)=O)CC2)C=C1